N-(5-nitro-2-(trifluoromethyl)-phenyl)pentanamide [N+](=O)([O-])C=1C=CC(=C(C1)NC(CCCC)=O)C(F)(F)F